FC1(CC(C1)C(N1C[C@@H](N(C[C@H]1C)C=1C=2N=C(N(C2NC(N1)=O)C[C@H]1OCCC1)C)C)C1=CC=C(C=C1)C(F)(F)F)F 6-((2S,5R)-4-((3,3-Difluorocyclobutyl)(4-(trifluoromethyl)phenyl)methyl)-2,5-dimethylpiperazin-1-yl)-8-methyl-9-(((S)-tetrahydrofuran-2-yl)methyl)-3,9-dihydro-2H-purin-2-one